CC1(N=C(OC1)C1=CC=CC=C1)C 4,4-dimethyl-2-phenyl-2-oxazoline